N,N'-dimethyl-N,N'-bis(4-aminophenyl)-urea CN(C(=O)N(C1=CC=C(C=C1)N)C)C1=CC=C(C=C1)N